(4-fluoro-2-fluoromethoxyphenyl){6-[3-(5-fluoro-2-tolyl)-5-methyl-1-pyrazolyl]-2-aza-2-spiro[3.3]heptyl}methanone FC1=CC(=C(C=C1)C(=O)N1CC2(C1)CC(C2)N2N=C(C=C2C)C2=C(C=C(C=C2)F)C)OCF